FC1=C2C(=NC(=C1)C)NC(=C2)C(=O)OC methyl 4-fluoro-6-methyl-1H-pyrrolo[2,3-b]pyridine-2-carboxylate